CN(C(CCC)=O)C N,N-dimethylbutanoic acid amide